FC1=CC2=CN(N=C2C(=C1)C(=O)N)C1=CC(=CC=C1)C1CNCCC1 5-fluoro-2-(3-piperidin-3-ylphenyl)-2H-indazole-7-carboxamide